CNCCC1=CC(=CC=C1)OCCN1CCOCC1 N-methyl-2-{3-[2-(morpholin-4-yl)ethoxy]phenyl}ethan-1-amine